tert-butyl (1R,4R)-5-(6-amino-pyridin-3-yl)-2,5-diaza-bicyclo[2.2.1]heptane-2-carboxylate NC1=CC=C(C=N1)N1[C@H]2CN([C@@H](C1)C2)C(=O)OC(C)(C)C